FC=1C2(N(C3=CC4=C(C=C3C1)C=CC=C4)CC(C(N2)=O)(C)C)C2=CC=CC=C2 5-Fluoro-2,2-dimethyl-4a-phenyl-1,2,4,4a-tetrahydro-3H-benzo[g]pyrimido[1,2-a]quinolin-3-one